C1(CC1)C(=O)NC1=CC(=C(N=N1)C(=O)NC([2H])([2H])[2H])NC1=C(C(=CC(=C1)F)C1=NC=C(C=N1)C(N(C)C)=O)OC 6-(cyclopropanecarboxamido)-4-((3-(5-(dimethylcarbamoyl)pyrimidin-2-yl)-5-fluoro-2-methoxyphenyl)amino)-N-(methyl-d3)pyridazine-3-carboxamide